2-chloro-4-cyclopropyl-6-(3-hydroxypyrrolidin-1-yl)pyridine-3,5-dicarbonitrile ClC1=NC(=C(C(=C1C#N)C1CC1)C#N)N1CC(CC1)O